2-(3-fluoroazetidin-1-yl)-5-nitropyridine FC1CN(C1)C1=NC=C(C=C1)[N+](=O)[O-]